COC=1C=CC(=NC1)C#CC1=CN=C(C=2N=NC=CC21)NC 5-((5-methoxypyridin-2-yl)ethynyl)-8-(methylamino)pyrido[3,4-c]pyridazin